2-(9,9-Dioctyl-9H-fluoren-2-yl)-[1,3,2]dioxaborolane C(CCCCCCC)C1(C2=CC=CC=C2C=2C=CC(=CC12)B1OCCO1)CCCCCCCC